N-methyl-4'-{[trans-4-{[4-(pentafluoro-λ6-sulfanyl)phenyl]Amino}cyclohexyl]sulfonyl}-[1,1'-biphenyl]-3-carboxamide CNC(=O)C=1C=C(C=CC1)C1=CC=C(C=C1)S(=O)(=O)[C@@H]1CC[C@H](CC1)NC1=CC=C(C=C1)S(F)(F)(F)(F)F